erbium-gadolinium borate B([O-])([O-])[O-].[Gd+3].[Er+3].B([O-])([O-])[O-]